rac-4-(4-acryloylpiperazin-1-yl)-N-(1-methylazepan-3-yl)-7-(8-methylnaphthalen-1-yl)-5,6,7,8-tetrahydro-1,7-naphthyridine-2-carboxamide C(C=C)(=O)N1CCN(CC1)C1=CC(=NC=2CN(CCC12)C1=CC=CC2=CC=CC(=C12)C)C(=O)N[C@H]1CN(CCCC1)C |r|